C(#N)CC1=C(C=CC=C1)NC=1N=C(N=NC1C(=O)N)NC1=C(C=C2CCN(C(C2=C1)C)C)OC ((2-(cyanomethyl)phenyl)amino)-3-((6-methoxy-1,2-dimethyl-1,2,3,4-tetrahydroisoquinolin-7-yl)amino)-1,2,4-triazine-6-carboxamide